FC1=C(C=C(C(=C1)F)C)B(O)O (2,4-DIFLUORO-5-METHYLPHENYL)BORONIC ACID